7,7'-(2,2'-dichloro-[1,1'-biphenyl]-3,3'-diyl)bis(3-cyclopropyl-2-(((S)-5-oxopyrrolidin-2-yl)methyl)pyrrolo[1,2-a]pyrazin-1(2H)-one) ClC1=C(C=CC=C1C=1C=C2N(C=C(N(C2=O)C[C@H]2NC(CC2)=O)C2CC2)C1)C1=C(C(=CC=C1)C=1C=C2N(C=C(N(C2=O)C[C@H]2NC(CC2)=O)C2CC2)C1)Cl